5-(3-fluorophenyl)-N-(1-hydroxy-2-methylpropan-2-yl)-6-[4-(trifluoromethyl)phenoxy]pyridine-3-carboxamide FC=1C=C(C=CC1)C=1C=C(C=NC1OC1=CC=C(C=C1)C(F)(F)F)C(=O)NC(CO)(C)C